(R,R) or (S,R)-4-(1-(difluoromethoxy)ethyl)-N'-((1,2,3,5,6,7-hexahydro-s-indacen-4-yl)carbamoyl)benzenesulfonimidamide FC(O[C@H](C)C1=CC=C(C=C1)[S@@](=O)(N)=NC(NC1=C2CCCC2=CC=2CCCC12)=O)F |o1:11|